(3R)-3-amino-7-(5-tert-butyl-1,3,4-oxadiazol-2-yl)-1,1-dioxo-5-[[4-[[5-(trifluoromethyl)-2-pyridyl]oxy]phenyl]methyl]-2,3-dihydro-1λ6,5-benzothiazepin-4-one N[C@H]1CS(C2=C(N(C1=O)CC1=CC=C(C=C1)OC1=NC=C(C=C1)C(F)(F)F)C=C(C=C2)C=2OC(=NN2)C(C)(C)C)(=O)=O